C(C)(C)(C)OC(=O)N1CC=2N=C(N=CC2CC1)N1C(C2=C(CC1)C(=NN2C2=CC(=CC=C2)Cl)C(=O)O)=O 6-(7-tert-butoxycarbonyl-6,8-dihydro-5H-pyrido[3,4-d]pyrimidin-2-yl)-1-(3-chlorophenyl)-7-oxo-4,5-dihydropyrazolo[3,4-c]pyridine-3-carboxylic acid